7-amino-8-(2-methoxy-3-methyl-4-pyridyl)quinoxaline-6-carboxamide NC1=C(C=C2N=CC=NC2=C1C1=C(C(=NC=C1)OC)C)C(=O)N